2,2-bis(4,4-di-t-octylcyclohexyl)butane C(C)(C)(CC(C)(C)C)C1(CCC(CC1)C(C)(CC)C1CCC(CC1)(C(C)(C)CC(C)(C)C)C(C)(C)CC(C)(C)C)C(C)(C)CC(C)(C)C